O1C[C@H](CC1)OC=1C=C2C=NC=NC2=CC1C#N 6-(((S)-tetrahydrofurane-3-yl)oxy)quinazoline-7-carbonitrile